(((3R,5R,7R)-adamantan-1-yl)acetamido)-4-methylbenzenesulfonic acid hexyl ester C(CCCCC)OS(=O)(=O)C1=C(C=C(C=C1)C)NC(CC12CC3CC(CC(C1)C3)C2)=O